FC(C(C(C(F)(F)F)(F)F)(F)F)(S(=O)(=O)[O-])F.C1(=CC=CC=C1)[S+](C1=CC=C(C=C1)C)C1=CC=CC=C1 diphenyl-4-methylphenylsulfonium perfluorobutanesulfonate